C[C@H]([C@]1(CC[C@@H]2[C@@]1(CC[C@H]3[C@H]2CCC4=CC(=O)CC[C@]34C)C)O)O 4-Pregnen-17α,20β-diol-3-one